5-((4-(5,6-dichloropyridazin-4-yl)piperazin-1-yl)methyl)-2-(2,4-dioxotetrahydropyrimidine-1(2H)-yl)isoindoline-1,3-dione ClC=1C(=CN=NC1Cl)N1CCN(CC1)CC=1C=C2C(N(C(C2=CC1)=O)N1C(NC(CC1)=O)=O)=O